benzo[d][1,3,2]dioxaphosphole O1POC2=C1C=CC=C2